Cl[Si](C(C)C)(C(C)C)O[Si](C(C)C)(C(C)C)Cl chloro([[chlorobis(propan-2-yl)silyl]oxy])bis(propan-2-yl)silane